SC=1N(NC(C(N1)=O)=O)C 3-mercapto-2-methyl-1,2-dihydro-1,2,4-triazine-5,6-dione